NC1=NN2C(C=C(C=C2)C=2C=NC(=C(C(=O)NCC3=C(C=CC=C3)OCC3CC3)C2)OC)=N1 5-(2-amino-[1,2,4]triazolo[1,5-a]pyridin-7-yl)-N-(2-(cyclopropylmethoxy)benzyl)-2-methoxynicotinamide